1-[2-(butylsulfanyl)ethyl]piperidine-3-carboxylic acid C(CCC)SCCN1CC(CCC1)C(=O)O